4-(4-bromophenyl)benzaldehyde BrC1=CC=C(C=C1)C1=CC=C(C=O)C=C1